Trans-2-phenylcyclohexanol C1(=CC=CC=C1)[C@H]1[C@@H](CCCC1)O